C(C)(C)(C)C1=NN(C=C1)CC1(CC2CC(CC2C1)C=1N=CN(C1C(=O)NC1=CC(=C(C=C1)F)Cl)C)O 4-(5-((3-(tert-butyl)-1H-pyrazol-1-yl)methyl)-5-hydroxyoctahydropentalen-2-yl)-N-(3-chloro-4-fluorophenyl)-1-methyl-1H-imidazole-5-carboxamide